(12Z,15Z)-3-((4-(dimethylamino)butanoyl)oxy)henicosa-12,15-dien-1-yl-5-heptyldodecanoate CN(CCCC(=O)OC(CCOC(CCCC(CCCCCCC)CCCCCCC)=O)CCCCCCCC\C=C/C\C=C/CCCCC)C